C(C)[Si](O[C@H]1[C@@H](CCCC1)I)(CC)CC triethyl-(((1r,2r)-2-iodocyclohexyl)oxy)silane